hydroxy-ethyl-amide O[N-]CC